CC1=CC=2C(=C3N(C2C=C1)C(C=C3C3=CC=CC=C3)(O)C(F)(F)F)C 7,9-Dimethyl-1-phenyl-3-(trifluoromethyl)-3H-pyrrolo[1,2-a]indol-3-ol